ClC=1C(=C2C(=NC1)NC(=N2)C2=CC=C(C=C2)N2CCN(CC2)CCOCC)NC2CCN(CC2)C(C)C 6-Chloro-2-{4-[4-(2-ethoxyethyl)piperazin-1-yl]phenyl}-N-[1-(1-methylethyl)piperidin-4-yl]-3H-imidazo[4,5-b]pyridin-7-amine